N-[2-(1-cyclopropylpyrazol-4-yl)-2-oxo-ethyl]-N-(3,3-difluoro-2-hydroxy-propyl)-4-methyl-benzenesulfonamide C1(CC1)N1N=CC(=C1)C(CN(S(=O)(=O)C1=CC=C(C=C1)C)CC(C(F)F)O)=O